C(C)(C)(C)OC(=O)NCC=1C=C(C=CC1)C1=CC(=CC=2C=C(OC21)CN[S@](=O)C(C)(C)C)COC2=C(C=CC=C2)CC(=O)OCC (+)-(R)-ethyl 2-(2-((7-(3-(((tert-butoxycarbonyl)amino)methyl)phenyl)-2-((1,1-dimethylethylsulfinamido)methyl)benzofuran-5-yl)methoxy)phenyl)acetate